6-(5-cyanopyrazin-2-ylamino)-4-(morpholin-2-ylmethylamino)-N-(pyridin-4-yl)pyridazine-3-carboxamide C(#N)C=1N=CC(=NC1)NC1=CC(=C(N=N1)C(=O)NC1=CC=NC=C1)NCC1CNCCO1